(R)-2-fluoro-4-nitro-1,2,3,5,6,7-hexahydro-s-indacene F[C@@H]1CC2=CC=3CCCC3C(=C2C1)[N+](=O)[O-]